3-(naphthalen-2-ylamino)-5H-naphthalen C1=C(C=CC2=CC=CC=C12)NC=1C=CC=2C=CCCC2C1